C1CC12NCCN(C2)C=2C=CC=1N=CN=C(C1N2)NC2=C(C(=CC=C2)C)F 6-(4,7-diazaspiro[2.5]octan-7-yl)-N-(2-fluoro-3-methyl-phenyl)pyrido[3,2-d]pyrimidin-4-amine